C(C)(C)(C)OC(=O)N1[C@@H]([C@@H]([C@H](C1)F)N)C(NC1=NC(=CC=C1)Br)=O (2S,3S,4S)-3-amino-2-(6-bromopyridin-2-ylcarbamoyl)-4-fluoropyrrolidine-1-carboxylic acid tert-butyl ester